2-({[tert-butyl(diphenyl)silyl]oxy}methyl)-2-({[6-(heptyloxy)-6-oxohexanoyl]oxy}methyl)propane [Si](C1=CC=CC=C1)(C1=CC=CC=C1)(C(C)(C)C)OCC(C)(C)COC(CCCCC(=O)OCCCCCCC)=O